C(C(=C)C)(=O)O.CC1=NC(NC=C1)=O methyl-pyrimidinone methacrylate